FC1(CC(C1)(C)CN1N=C(C(=C1C(=O)O)C(F)(F)F)C12CC(C1)(C2)OC)F 1-((3,3-difluoro-1-methylcyclobutyl)methyl)-3-(3-methoxybicyclo[1.1.1]pentan-1-yl)-4-(trifluoromethyl)-1H-pyrazole-5-carboxylic acid